NC1=NC2=C(N1CCCC1=CC=CC=C1)C=CC=C2 2-Amino-1-(3-phenylpropyl)-1H-benzo[d]imidazol